(1S,2S)-N-[8-amino-7-fluoro-6-(4-methylpyridin-3-yl)isoquinolin-3-yl]-2-(1H-imidazol-5-yl)cyclopropane-1-carboxamide NC=1C(=C(C=C2C=C(N=CC12)NC(=O)[C@@H]1[C@H](C1)C1=CN=CN1)C=1C=NC=CC1C)F